ethyl 2-oxo-2-((2-oxo-1-(8-oxo-1,7-naphthyridin-7(8H)-yl)-2-(4-(trifluoromethyl)phenyl)ethyl) amino)acetate O=C(C(=O)OCC)NC(C(C1=CC=C(C=C1)C(F)(F)F)=O)N1C=CC=2C=CC=NC2C1=O